N-[[4-(5-amino-4-cyano-1-sec-butylpyrazol-3-yl)phenyl]methyl]-2-methoxy-benzamide NC1=C(C(=NN1C(C)CC)C1=CC=C(C=C1)CNC(C1=C(C=CC=C1)OC)=O)C#N